FC1(CC(C1)NC(=O)C=1C=2N(N=CC1)C(=C(N2)C)C(=O)N)F N8-(3,3-difluorocyclobutyl)-2-methyl-imidazo[1,2-b]pyridazine-3,8-dicarboxamide